1-(1-(5-(4,4-difluoropiperidine-1-carbonyl)pyridin-2-yl)-1,4,6,7-tetrahydro-5H-pyrazolo[4,3-c]pyridin-5-yl)ethan-1-one FC1(CCN(CC1)C(=O)C=1C=CC(=NC1)N1N=CC=2CN(CCC21)C(C)=O)F